CCCCCCCCCCC/C=C\\CCCCC(=O)[O-] The molecule is an unsaturated fatty acid anion resulting from the deprotonation of the carboxy group of petroselinic acid. The major species at pH 7.3. It is a long-chain fatty acid anion, an unsaturated fatty acid anion and an octadecenoate. It is a conjugate base of a petroselinic acid.